Cl.NCCC[C@@H](C(=O)NCC1=CC=CC=C1)NC1=CC=C(C2=NON=C21)[N+](=O)[O-] (S)-5-amino-N-benzyl-2-((7-nitro-2,1,3-benzoxadiazol-4-yl)amino)pentanamide hydrochloride